1-cyano(p-nitrophenyl)-2-(p-chlorophenyl)ethylene C(#N)C(=CC1=CC=C(C=C1)Cl)C1=CC=C(C=C1)[N+](=O)[O-]